(2-bromophenyl)(pyridin-4-yl)methanol BrC1=C(C=CC=C1)C(O)C1=CC=NC=C1